BrC=1C=CC=2N(C1)N=C(N2)C2=C(C=C(C=C2)Br)[N+](=O)[O-] 6-bromo-2-(4-bromo-2-nitrophenyl)-[1,2,4]triazolo[1,5-a]pyridine